O[C@]1(CC[C@@]2([C@H]3CC[C@@]4([C@H](CC[C@H]4[C@@H]3[C@@H](C[C@@H]2C1)O)[C@@H](CCC(=O)O)C)C)C)C1=CC=C(C=C1)C1=CC=CC=C1 (4R)-4-[(3S,5R,7R,8R,9S,10S,13R,14S,17R)-3,7-dihydroxy-10,13-dimethyl-3-(4-phenylphenyl)-1,2,4,5,6,7,8,9,11,12,14,15,16,17-tetradecahydrocyclopenta[a]phenanthren-17-yl]pentanoic acid